CN(CC(=O)NC1=C(C=C(C=C1)NC=1N=CC2=C(N1)CN(CC2)C2=C(C1=C(OCCN1)N=C2)C)C)C 2-(dimethylamino)-N-{2-methyl-4-[(7-{8-methyl-1H,2H,3H-pyrido[2,3-b][1,4]oxazin-7-yl}-5H,6H,7H,8H-pyrido[3,4-d]pyrimidin-2-yl)amino]phenyl}acetamide